ClC=1C=C(C=CC1)[C@H](CO)NC(=O)NC=1C=NN(C1)C1=NC(=NC=C1C)NC1=C(C=CC=C1)Cl (R)-1-(1-(3-chlorophenyl)-2-hydroxy-ethyl)-3-(1-(2-((2-chloro-phenyl)amino)-5-methyl-pyrimidin-4-yl)-1H-pyrazol-4-yl)urea